ammonium nitrogen nitro-sulfur nitrogen [N+3].[N+](=O)([O-])[S+].[N+3].[NH4+]